N(=C=O)C1=C(C=CC=C1)C#CCC1=CC=CC=C1 (2-isocyanatophenyl)-3-phenylpropyne